3-Methyl-2-(6-(((1S,2R,5R)-8-methyl-8-azabicyclo[3.2.1]octan-2-yl)amino)pyridazin-3-yl)-5-(trifluoromethyl)phenol CC=1C(=C(C=C(C1)C(F)(F)F)O)C=1N=NC(=CC1)N[C@H]1[C@@H]2CC[C@@H](CC1)N2C